O[C@H]1COC2=C1C=CC=C2NC2=NNC1=CC(=CC=C21)[C@@H]2C[C@@]21C(NC2=CC=C(C=C12)OC)=O (1R,2S)-2-(3-{[(3R)-3-hydroxy-2,3-dihydro-1-benzofuran-7-yl]amino}-1H-indazol-6-yl)-5'-methoxyspiro[cyclopropane-1,3'-indol]-2'(1'H)-one